18-azido-octadecanoic acid 2,5-dioxo-pyrrolidin-1-yl ester O=C1N(C(CC1)=O)OC(CCCCCCCCCCCCCCCCCN=[N+]=[N-])=O